3-(2-bromophenyl)-3-oxopropionitrile BrC1=C(C=CC=C1)C(CC#N)=O